3-bromopropionic acid indole salt N1C=CC2=CC=CC=C12.BrCCC(=O)O